1-methoxybutyl-3-methyl-imidazolium trifluoromethanesulfonate FC(S(=O)(=O)[O-])(F)F.COC(CCC)C=1NC=C[N+]1C